O1CCC(CC1)C(C)N 1-(tetrahydro-2H-pyran-4-yl)ethylamine